1,3-dihydrospiro[indene-2,4'-piperidine]-1'-carboxylate N1(CCC2(CC1)CC1=CC=CC=C1C2)C(=O)[O-]